N-(N,N-dimethyl-1,2,3,4-tetrahydro-2-aminodibenzo-fur-8-yl)propanamide CN(C1CC2=C(OC3=C2C=C(C=C3)NC(CC)=O)CC1)C